[(3R)-1-methylpyrrolidin-3-yl] 2-[6-[5-(6-methyl-2-pyridyl)-1H-imidazol-4-yl]-3-quinolyl]thiazole-4-carboxylate CC1=CC=CC(=N1)C1=C(N=CN1)C=1C=C2C=C(C=NC2=CC1)C=1SC=C(N1)C(=O)O[C@H]1CN(CC1)C